(S)-2-cyclopropyl-6-[1-(2-difluoromethyl-6-fluoro-phenyl)-piperidin-4-yl]-7-methyl-4-(2-trifluoromethyl-benzyl)-2,4,6,7-tetrahydro-pyrazolo[4,3-d]pyrimidin-5-one C1(CC1)N1N=C2C(N(C(N([C@H]2C)C2CCN(CC2)C2=C(C=CC=C2F)C(F)F)=O)CC2=C(C=CC=C2)C(F)(F)F)=C1